4-(triphenylsilyl)phenylboronic acid C1(=CC=CC=C1)[Si](C1=CC=C(C=C1)B(O)O)(C1=CC=CC=C1)C1=CC=CC=C1